ClC=1C=C(C=CC1)C#CC(=O)C=1NC=CN1 3-(3-chlorophenyl)-1-(1H-imidazol-2-yl)prop-2-yn-1-one